ClC1=C2N=C(C=NC2=CC=C1OC=1C=CC2=C(N(C(=N2)C)COCC[Si](C)(C)C)C1)C=1C=NN(C1)CC1CCN(CC1)S(=O)(=O)C=C 2-[[6-[5-chloro-3-[1-[(1-vinylsulfonyl-4-piperidyl)methyl]pyrazol-4-yl]quinoxalin-6-yl]oxy-2-methyl-benzimidazol-1-yl]methoxy]ethyl-trimethyl-silane